deuteromethionine [2H]N[C@@H](CCSC)C(=O)O